C(C)OC1=C(C(=O)N(C)C2=CC=3OC(C(=CC3S2)C(=O)O)=O)C=CC=C1 2-(2-ethoxy-N-methylbenzamido)-5-oxo-5H-thieno[3,2-b]pyran-6-carboxylic acid